CC1=C(C=C(C=C1)C#N)NC(C1=C(C=C(C=C1)C(F)(F)F)OC1=C(C=C(C=C1)F)C)=O N-(2-methyl-5-cyanophenyl)-2-(4-Fluoro-2-methylphenoxy)-4-(trifluoromethyl)benzamide